monoethyl mesaconate C(\C(\C)=C\C(=O)[O-])(=O)OCC